FC1CN(CC(C1NC(=O)C1=CC(=CC=2N(C=NC21)CC(F)(F)F)C#CCNC=2C(OC)=CC=C(C2)S(=O)(=O)C)C)C2CCOCC2 N-[3-fluoro-5-methyl-1-(tetrahydro-2H-pyran-4-yl)-4-piperidyl]-6-[3-(4-mesyl-2-anisidino)-1-propynyl]-1-(2,2,2-trifluoroethyl)-1H-benzo[d]imidazole-4-carboxamide